(S)-2-(3-((2-amino-4-methyl-6-((1-(methylthio)heptan-3-yl)amino)pyrimidin-5-yl)methyl)-4-methoxyphenyl)-2-methylpropanenitrile NC1=NC(=C(C(=N1)C)CC=1C=C(C=CC1OC)C(C#N)(C)C)N[C@H](CCSC)CCCC